[Cl-].C(CCC)[NH+](CCCC)CCCC butyl-N,N-dibutylammonium chloride